1-(4-bromo-2-fluoro-5-(2-(methylamino)-8,9-dihydroimidazo[1',2':1,6]pyrido[2,3-d]pyrimidin-6-yl)phenyl)-3-(2-chlorophenyl)urea BrC1=CC(=C(C=C1C1=CC2=C(N=C(N=C2)NC)N2C1=NCC2)NC(=O)NC2=C(C=CC=C2)Cl)F